tri-n-octylmethylammonium hydrogensulfate S(=O)(=O)(O)[O-].C(CCCCCCC)[N+](C)(CCCCCCCC)CCCCCCCC